1-(6-((1s,4s)-4-aminocyclohexyl)-4-(7-(difluoromethyl)-6-(1-methyl-1H-pyrazol-4-yl)-3,4-dihydroquinolin-1(2H)-yl)isoindolin-2-yl)ethan-1-one NC1CCC(CC1)C1=CC(=C2CN(CC2=C1)C(C)=O)N1CCCC2=CC(=C(C=C12)C(F)F)C=1C=NN(C1)C